S(=O)(=O)(C=1C=C(C=CC1)O)C=1C=C(C=CC1)O 3,3'-sulfonyl-diphenol